6-(3-cyanophenyl)-1-p-toluenesulfonyl-2,3,4,7-tetrahydro-1H-azepin-3-ol C(#N)C=1C=C(C=CC1)C1=CCC(CN(C1)S(=O)(=O)C1=CC=C(C)C=C1)O